FC(CCC(F)(F)F)(F)F 1,1,1,4,4,4-Hexafluorobutane